[2-[4-fluoro-2-(trifluoromethyl)phenyl]sulfonyl-2,6-diazaspiro[3.3]heptan-6-yl]-[(3S)-3-(4H-1,2,4-triazol-3-yl)pyrrolidin-1-yl]methanone FC1=CC(=C(C=C1)S(=O)(=O)N1CC2(C1)CN(C2)C(=O)N2C[C@H](CC2)C2=NN=CN2)C(F)(F)F